N-(4-ethoxy-2-(2-methoxythiazol-5-yl)quinolin-6-yl)oxetan-3-carboxamide C(C)OC1=CC(=NC2=CC=C(C=C12)NC(=O)C1COC1)C1=CN=C(S1)OC